NCCSC1=C2C(N(C(C2=CC=C1)=O)C1C(NC(CC1)=O)=O)=O 4-((2-aminoethyl)thio)-2-(2,6-dioxopiperidin-3-yl)isoindoline-1,3-dione